tert-butyl 3,3-dimethyl-2-methylenebutanoate CC(C(C(=O)OC(C)(C)C)=C)(C)C